ClC(C(=O)OC(C)CCCCC)=O heptan-2-yl 2-chloro-2-oxoacetate